O[C@H]1[C@@H](O[C@@H]([C@H]1O)CO)N1C=2N=C(NC(C2N=C1)=O)N(C)C 9-[(2R,3R,4S,5R)-3,4-dihydroxy-5-(hydroxymethyl)-tetrahydro-furan-2-yl]-2-(dimethylamino)-1H-purin-6-one